hydroxyethylidenediphosphonic acid-tetrasodium salt [Na+].[Na+].[Na+].[Na+].OCC(P([O-])([O-])=O)P([O-])([O-])=O